ethyl [1-(6-chloropyrimidin-4-yl)-3,5-dimethyl-1H-pyrazol-4-yl]acetate ClC1=CC(=NC=N1)N1N=C(C(=C1C)CC(=O)OCC)C